7-Bromo-4-fluoroisoquinolin-1(2H)-one BrC1=CC=C2C(=CNC(C2=C1)=O)F